O1CC(CC1)N1N=CC=C1 1-(tetrahydrofuran-3-yl)-1H-pyrazol